7-nitro-5-(piperazin-1-ylmethyl)quinolin-8-ol tri-hydrochloride Cl.Cl.Cl.[N+](=O)([O-])C1=CC(=C2C=CC=NC2=C1O)CN1CCNCC1